ClC1=CC(=C(C=C1)C1(CC1)C(=O)NC=1C=CC(=C(C(=O)OC)C1)C=1C=NN(C1)C1CCC1)F Methyl 5-({[1-(4-chloro-2-fluoro-phenyl) cyclopropyl] carbonyl} amino)-2-(1-cyclobutyl-1H-pyrazol-4-yl)benzoate